N-(5-aminopyridin-2-yl)-4-fluorobenzamide NC=1C=CC(=NC1)NC(C1=CC=C(C=C1)F)=O